CN1N=C2C(=C1)C(N(C2)C(=O)C2(CC2)C2=CC=C(C=C2)OC(F)(F)F)C(=O)OC methyl 2-methyl-5-[1-[4-(trifluoromethoxy)phenyl]cyclopropanecarbonyl]-4,6-dihydropyrrolo[3,4-c]pyrazole-4-carboxylate